C1(=CC=CC=C1)SC1=CC=C(C#N)C=C1 p-phenylthiobenzonitrile